FC=1C=C(C=CC1F)C=1N(C(C2=CC(=CC(=C2C1)C(C)NC1=C(C(=O)O)C=CC=C1)C)=O)C 2-((1-(3-(3,4-difluorophenyl)-2,7-dimethyl-1-oxo-1,2-dihydroisoquinolin-5-yl)ethyl)amino)benzoic acid